CC1(CC1)NC(O[C@H]1CO[C@H](C1)C1=CC(=NN1)NC1=NC=CC=2N1C=C(N2)C(F)(F)F)=O (3R,5R)-5-(3-((2-(trifluoromethyl)imidazo[1,2-c]pyrimidin-5-yl)amino)-1H-pyrazol-5-yl)tetrahydrofuran-3-yl (1-methylcyclopropyl)carbamate